tert-butyl (N-((5-(3-cyano-6,7-dimethoxyquinolin-4-yl)pyridin-2-yl)methyl)sulfamoyl)carbamate C(#N)C=1C=NC2=CC(=C(C=C2C1C=1C=CC(=NC1)CNS(=O)(=O)NC(OC(C)(C)C)=O)OC)OC